3-isopropyl-1-methyl-1-(7-(2-methyl-6-(3-(piperidin-1-yl)propoxy)pyridin-3-yl)quinoxalin-2-yl)urea C(C)(C)NC(N(C1=NC2=CC(=CC=C2N=C1)C=1C(=NC(=CC1)OCCCN1CCCCC1)C)C)=O